2,4,6-tri(dimethyl-aminomethyl)phenol CC(C1=C(C(=CC(=C1)C(N)(C)C)C(N)(C)C)O)(N)C